(1-((6-cyclopropylimidazo[1,2-a]pyridin-2-yl) methyl)-1H-pyrazolo[4,3-c]pyridin-4-yl) carbamate C(N)(OC1=NC=CC2=C1C=NN2CC=2N=C1N(C=C(C=C1)C1CC1)C2)=O